2-(4-Nitrophenyl)-2,7-diazaspiro[4.5]decane-6,8-dione [N+](=O)([O-])C1=CC=C(C=C1)N1CC2(CC1)C(NC(CC2)=O)=O